zinc glucosamine sulfate salt S(=O)(=O)([O-])[O-].OC1[C@H](N)[C@@H](O)[C@H](O)[C@H](O1)CO.[Zn+2]